FC=1C=C(C=CC1)C1=NN(C=C1C1=CC=NC=C1)C 4-[3-(3-fluorophenyl)-1-methylpyrazol-4-yl]pyridine